(1S,3R)-1-(4-bromo-2,6-difluorophenyl)-2-(4-chlorophenyl)-3-methyl-1,2,3,4-tetrahydroisoquinoline-6-ol BrC1=CC(=C(C(=C1)F)[C@H]1N([C@@H](CC2=CC(=CC=C12)O)C)C1=CC=C(C=C1)Cl)F